C(C)N1C(C2=CC=C(C=C2C(=C1)N(C=1SC(=C(N1)C1=CC=C(C=C1)F)C#N)C)N1CCNCC1)=O 2-((2-ethyl-1-oxo-6-(piperazin-1-yl)-1,2-dihydroisoquinolin-4-yl)(methyl)amino)-4-(4-fluorophenyl)thiazole-5-carbonitrile